NC1=C2C(=NC=N1)N(N=C2C2=CC=C(C(=O)NC1=NC=CC(=C1)C)C=C2)[C@H]2CN(CCC2)CC(=O)NC2=C(C=CC=C2)N (R)-4-(4-amino-1-(1-(2-((2-aminophenyl)amino)-2-oxoethyl)piperidin-3-yl)-1H-pyrazolo[3,4-d]pyrimidin-3-yl)-N-(4-methylpyridin-2-yl)benzamide